2-(3-chloro-4-(6-(1-methylcyclopropoxy)-9-((4-methylpyridin-2-yl)methyl)-9H-purin-8-yl)phenoxy)-1-(4-fluoropiperidin-1-yl)ethan-1-one ClC=1C=C(OCC(=O)N2CCC(CC2)F)C=CC1C=1N(C2=NC=NC(=C2N1)OC1(CC1)C)CC1=NC=CC(=C1)C